O(C1=C(C=C(N)C=C1)F)C1=C(C=C(N)C=C1)F 4,4'-oxybis[3-fluoroaniline]